COC(C[C@@H]1CN(CCC1)C=1C(=NC(=CC1)C=1N=NN(C1COC(N(C)C1CC(C1)(F)F)=O)C)CC)=O methyl-(R)-2-(1-(6-(5-((((3,3-difluorocyclobutyl)(methyl)carbamoyl)oxy)methyl)-1-methyl-1H-1,2,3-triazol-4-yl)-2-ethylpyridin-3-yl)piperidin-3-yl)acetate